4-(6-((4-(methylsulfonyl)piperazin-1-yl)methyl)-2-(3-(m-tolyl)-1H-pyrazol-1-yl)thieno[3,2-d]pyrimidin-4-yl)-1,4-oxazepane CS(=O)(=O)N1CCN(CC1)CC1=CC=2N=C(N=C(C2S1)N1CCOCCC1)N1N=C(C=C1)C=1C=C(C=CC1)C